C(=O)C1=CC=C(C=C1)P(C1=CC=C(C=C1)C=O)C1=CC=C(C=C1)C=O tri(4-formylphenyl)phosphine